C(C)OCC1(CCC(CC1)C1=C(N=C2N1CCC2)CN(CCNC)C)COCC N1-((3-(4,4-bis(ethoxymethyl)cyclohexyl)-6,7-dihydro-5H-pyrrolo-[1,2-a]imidazol-2-yl)methyl)-N1,N2-dimethylethane-1,2-diamine